C1(=CC=CC=C1)P(C1=C(C=CC=C1)OC)C1=CC=CC=C1 diphenyl-(2-methoxyphenyl)phosphine